(4-((4-(tert-butyl)benzamido)methyl)-3-methylphenyl)boronic acid C(C)(C)(C)C1=CC=C(C(=O)NCC2=C(C=C(C=C2)B(O)O)C)C=C1